N'-(2-bromophenyl)-4-(cyclopentylamino)pyrrolo[1,2-b]pyridazine-3-carboxamidine BrC1=C(C=CC=C1)N=C(N)C1=C(C=2N(N=C1)C=CC2)NC2CCCC2